(4aS,7S,8aR,9aR)-7-(((tert-butyldiphenylsilyl)oxy)methyl)-2-tosyldecahydro-3H-imidazo[1,5-a]indol-3-one [Si](C1=CC=CC=C1)(C1=CC=CC=C1)(C(C)(C)C)OC[C@@H]1C[C@@H]2C[C@H]3N([C@H]2CC1)C(N(C3)S(=O)(=O)C3=CC=C(C)C=C3)=O